(cyclopentylmethyl)-3-methyl-1,5,9-triazacyclododecan C1(CCCC1)CN1CC(CNCCCNCCC1)C